6-cyclopropyl-5-(1-(4-(1-isopropyl-4-(trifluoromethyl)-1H-imidazol-2-yl)benzyl)-1H-pyrazolo[3,4-d]pyrimidin-6-yl)pyrimidin-4-ol C1(CC1)C1=C(C(=NC=N1)O)C1=NC=C2C(=N1)N(N=C2)CC2=CC=C(C=C2)C=2N(C=C(N2)C(F)(F)F)C(C)C